2-[(1-methyltetradecyl)oxy]ethanol CC(CCCCCCCCCCCCC)OCCO